N-stearoyloxyethyl-N-hydroxyethyl-methyl-ammonium methylsulfate COS(=O)(=O)[O-].C(CCCCCCCCCCCCCCCCC)(=O)OCC[NH+](CCO)C